BrC1=C(OC2=NC(=NC=C2)C)C=CC(=C1)F (2-bromo-4-fluorophenoxy)-2-methylpyrimidine